C(C1=CC=CC=C1)N1C(NC2=C1C=C(C(=C2)F)F)=O 1-benzyl-5,6-difluoro-1,3-dihydro-2H-benzo[d]imidazol-2-one